4-cyclohexylbutyrate C1(CCCCC1)CCCC(=O)[O-]